2,2'-azobis(N-cyclohexyl-2-methylpropanamide) N(=NC(C(=O)NC1CCCCC1)(C)C)C(C(=O)NC1CCCCC1)(C)C